6-((3-chloro-2-(diphenylmethylene)aminopyridin-4-yl)oxy)pyridin-3-amine ClC=1C(=NC=CC1OC1=CC=C(C=N1)N)N=C(C1=CC=CC=C1)C1=CC=CC=C1